ethylcyanide C(C)C#N